C(C1=CC=CC=C1)OCC1CN(C(N(C1)CC1=C(C=C(C=C1)Br)OC)=O)C1=CC(=C(C=C1)OC)OCCCCC 5-((benzyloxy)methyl)-1-(4-bromo-2-methoxybenzyl)-3-(4-methoxy-3-(pentyloxy)phenyl)tetrahydropyrimidin-2(1H)-one